OC(CN(CCCNC(CCCCCCC\C=C/CCCC)=O)CCCOCCCC)CO N-[3-[(2,3-dihydroxypropyl)(3-butoxypropyl)amino]propyl]myristoleamide